2-[(6-chloro-3-morpholinosulfonyl-4-quinolyl)amino]-4-methyl-benzoic acid ClC=1C=C2C(=C(C=NC2=CC1)S(=O)(=O)N1CCOCC1)NC1=C(C(=O)O)C=CC(=C1)C